O1CCC2=C1C=CC(=C2)CCC=2C(N2)C(=O)OCC Ethyl 3-(2-(2,3-dihydrobenzofuran-5-yl)ethyl)-2H-azirine-2-carboxylate